FC1=CC2=C(C(=NO2)C2CCN(CC2)CCN2C(C=3N(CC2)C=C(C3)C)=O)C=C1 2-{2-[4-(6-fluoro-benzo[d]isoxazol-3-yl)-piperidin-1-yl]-ethyl}-7-methyl-3,4-dihydro-2H-pyrrolo[1,2-a]pyrazin-1-one